N1N=C(N=C1)S(=O)(=O)N1C[C@H](CC1)C(=O)N1CCN(CC1)C1=CC=NC2=CC(=CC=C12)F (S)-(1-((1H-1,2,4-triazol-3-yl)sulfonyl)pyrrolidin-3-yl)(4-(7-fluoroquinolin-4-yl)piperazin-1-yl)methanone